8-methoxy-N-(1-methyl-1H-pyrazol-3-yl)-2-(tetrahydro-2H-pyran-4-yl)imidazo[1,2-a]pyrazine-6-carboxamide COC=1C=2N(C=C(N1)C(=O)NC1=NN(C=C1)C)C=C(N2)C2CCOCC2